C(C(C)=C)OCC(C(=O)OC1=CC=C(C=C1)C(C)(C)C)=C 4-t-butylphenyl α-methallyloxymethylacrylate